N[C@H]1CS(C2=C(N(C1=O)CC1=CC=C(C=C1)Cl)C=C(C(=C2)F)C=2OC(=NN2)C(C)(C)C)=O (3R)-3-amino-7-(5-tert-butyl-1,3,4-oxadiazol-2-yl)-5-[(4-chlorophenyl)methyl]-8-fluoro-1-oxo-2,3-dihydro-1λ4,5-benzothiazepin-4-one